OC1=C(C(=CC(=C1)O)CCC)S(=O)(=O)N(C)C 2,4-dihydroxy-N,N-dimethyl-6-propyl-benzenesulfonamide